pyrido[3,2-d]pyrimidin-4(3H)-one N1=CNC(C2=C1C=CC=N2)=O